1,4,7,10-tetra(carboxymethyl)-1,4,7,10-tetraazacyclotridecane C(=O)(O)CN1CCN(CCN(CCN(CCC1)CC(=O)O)CC(=O)O)CC(=O)O